(S)-1-methyl-2-pyrrolidinemethanol CN1[C@@H](CCC1)CO